OC1=NC=CC=C1C(=O)[O-] 2-hydroxypyridine-3-carboxylate